(S)-9-Benzyl-2,4-dimethyl-1-oxa-4,9-diazaspiro[5.5]undecan-3-on C(C1=CC=CC=C1)N1CCC2(CN(C([C@@H](O2)C)=O)C)CC1